tert-butyl 4-[2-chloro-6-[methyl(1-naphthyl)carbamoyl]pyrimidin-4-yl]piperazine-1-carboxylate tert-Butyl-4-[2-chloro-6-(1-naphthylcarbamoyl)pyrimidin-4-yl]piperazine-1-carboxylate C(C)(C)(C)OC(=O)N1CCN(CC1)C1=NC(=NC(=C1)C(NC1=CC=CC2=CC=CC=C12)=O)Cl.ClC1=NC(=CC(=N1)N1CCN(CC1)C(=O)OC(C)(C)C)C(N(C1=CC=CC2=CC=CC=C12)C)=O